The molecule is a member of the class of benzyl alcohols that is benzyl alcohol in which the hydrogens at positions 2 and 4 are replaced by chlorines. It has a role as an antiseptic drug. It is a member of benzyl alcohols and a dichlorobenzene. C1=CC(=C(C=C1Cl)Cl)CO